COC=1C2=C(N=C(N1)NC1CCC(CC1)NC(C)=O)NC=C2C2=CC=1N(C=C2)N=CC1 N-((1s,4s)-4-((4-methoxy-5-(pyrazolo[1,5-a]pyridin-5-yl)-7H-pyrrolo[2,3-d]pyrimidin-2-yl)amino)cyclohexyl)acetamide